6-(2H-1,2,3-triazol-2-yl)benzo[d]isoxazol-3-amine N=1N(N=CC1)C1=CC2=C(C(=NO2)N)C=C1